(R)-3-(6-{2-[(2,6-dichlorobenzyl)oxy]ethoxy}hexyl)-5-(2,2-dimethyl-4H-1,3-benzodioxin-6-yl)-1,3-oxazolidin-2-one ClC1=C(COCCOCCCCCCN2C(O[C@@H](C2)C2=CC3=C(OC(OC3)(C)C)C=C2)=O)C(=CC=C1)Cl